C(=O)(O)C1=C(C=CC=C1)OC(C1=C(C=CC=C1)O)=O 2-hydroxybenzoic acid-2-carboxyphenyl ester